BrC=1C(=NC(=NC1C)NS(=O)(=O)C1=CNC2=CC(=CC=C12)Cl)C N-(5-bromo-4,6-dimethyl-pyrimidin-2-yl)-6-chloro-1H-indole-3-sulfonamide